(3-fluoro-1-methylazetidin-3-yl)methanol FC1(CN(C1)C)CO